4,4'-biphenyldicarboxaldehyde C1(=CC=C(C=C1)C=O)C1=CC=C(C=C1)C=O